1-((1H-Pyrazol-4-yl)methyl)-3-(4-(pyridin-2-ylsulfonyl)phenyl)urea N1N=CC(=C1)CNC(=O)NC1=CC=C(C=C1)S(=O)(=O)C1=NC=CC=C1